2,3,4,5,6-Pentaiodobenzoic acid IC1=C(C(=O)O)C(=C(C(=C1I)I)I)I